[Cl-].C(CCCCCCCCC)NC(CC(=C)[N+](CCCCCCCCCC)(C)C)=O N-(4-(decylamino)-4-oxobut-1-en-2-yl)-N,N-dimethyldecan-1-aminium chloride